6-(1-methyl-6-oxo-1,6-dihydropyridin-3-yl)-4-phenylisoindoline-2-carbonitrile CN1C=C(C=CC1=O)C1=CC(=C2CN(CC2=C1)C#N)C1=CC=CC=C1